ClC=1C=C(C=2N(C1)C=C(N2)CN2C(C1=CC=CC=C1C2=O)=O)N2CCN(CC2)C 2-((6-chloro-8-(4-methylpiperazin-1-yl)imidazo[1,2-a]pyridin-2-yl)methyl)isoindoline-1,3-dione